tungsten-indium oxide [O-2].[In+3].[W+4]